L(+)-Ascorbic acid sodium salt C([C@@H]([C@@H]1C(=C(C(=O)O1)O)[O-])O)O.[Na+]